[N+](=O)([O-])C1=CC=C(C=C1)N/C=C/C(=O)C1=CC=CC=C1 (E)-3-((4-nitrophenyl)amino)-1-phenylprop-2-en-1-one